rac-4-(((1s,3S)-3-methoxycyclopentyl)amino)-N-(3-methoxypropyl)-2-(1-methyl-1H-imidazol-2-yl)-6-(1-methyl-1H-pyrazol-3-yl)pyrrolo[2,1-f][1,2,4]triazine-5-carboxamide CO[C@@H]1C[C@H](CC1)NC1=NC(=NN2C1=C(C(=C2)C2=NN(C=C2)C)C(=O)NCCCOC)C=2N(C=CN2)C |r|